S(=O)(=O)([O-])OOS(=O)(=O)[O-].[NH4+].CCO[Si](OC)(OC)CCCOC(C(=C)C)=O.[NH4+] methyl-methacryloxypropyl-trimethoxysilane ammonium persulfate